NC1=NC=2C=CC(=CC2C2=C1C=NN2C)C(=O)N(N2C(CCCC2)=O)CC2=C(C=C(C=C2F)C(F)(F)F)F 4-amino-N-(2,6-difluoro-4-(trifluoromethyl)benzyl)-1-methyl-N-(2-oxopiperidin-1-yl)-1H-pyrazolo[4,3-c]quinoline-8-carboxamide